BrC1=C(C=C(C(=O)N(C)[C@@H](C)C2=NNC(C3=CC(=C(C=C23)F)F)=O)C=C1F)F (S)-4-bromo-N-(1-(6,7-difluoro-4-oxo-3,4-dihydrophthalazin-1-yl)ethyl)-3,5-difluoro-N-methylbenzamide